(Z)-2-(1-(4-(4-Fluorophenoxy)benzylidene)-5-iodo-2-methyl-1H-inden-3-yl)-acetic acid FC1=CC=C(OC2=CC=C(\C=C/3\C(=C(C4=CC(=CC=C34)I)CC(=O)O)C)C=C2)C=C1